deoxy-5'-aminouridine NC([C@@H]1[C@H](C[C@@H](O1)N1C(=O)NC(=O)C=C1)O)O